CC1=CC=C(C=C1)S(=O)(=O)OCC1CCN(CC1)C(NC(C)C)=O (1-(Isopropylcarbamoyl)piperidin-4-yl)methyl 4-methylbenzene-sulfonate